Tert-butyl 7-(3-(p-toluenesulfonyloxy) propyl)-1-naphthoate CC1=CC=C(C=C1)S(=O)(=O)OCCCC1=CC=C2C=CC=C(C2=C1)C(=O)OC(C)(C)C